9,9',9'',9'''-(4-(2,6-diphenylpyrimidin-4-yl)-6-(pyridin-4-yl)benzene-1,2,3,5-tetrayl)tetrakis(3,6-dimethyl-9H-carbazole) C1(=CC=CC=C1)C1=NC(=CC(=N1)C1=C(C(=C(C(=C1N1C2=CC=C(C=C2C=2C=C(C=CC12)C)C)C1=CC=NC=C1)N1C2=CC=C(C=C2C=2C=C(C=CC12)C)C)N1C2=CC=C(C=C2C=2C=C(C=CC12)C)C)N1C2=CC=C(C=C2C=2C=C(C=CC12)C)C)C1=CC=CC=C1